NCC(=O)NCC(=O)N(C1C2CCC(C1C1=CC=CC=C1)C2)CC N-(Glycyl-glycyl)-(-)-N-ethyl-3-phenylbicyclo[2.2.1]heptan-2-amine